C(C)OC(=O)C1=CNC2=CC=CC=C2C1=O 4-oxo-1,4-dihydroQuinoline-3-carboxylic acid ethyl ester